γ-methylacryloxypropyltrimethyloxy-silane CC=CC(=O)OCCC[Si](OC)(OC)OC